3-(3-(2-(2-(2-Fluoro-5-((6-fluoro-4-(methylsulfonyl)-1H-indol-5-yl)oxy)phenyl)-1H-imidazol-5-yl)-1,3-dioxan-2-yl)phenyl)propanoic acid FC1=C(C=C(C=C1)OC=1C(=C2C=CNC2=CC1F)S(=O)(=O)C)C=1NC(=CN1)C1(OCCCO1)C=1C=C(C=CC1)CCC(=O)O